FC=1C=C(C=C(C1OC1=CC(=C(C=C1)F)C(F)(F)F)F)CO (3,5-difluoro-4-(4-fluoro-3-(trifluoromethyl)phenoxy)phenyl)methanol